Cyclopentyl 5-chloro-2-((pyrazolo[1,5-a]pyrimidine-3-carboxamido)methyl)benzofuran-7-carboxylate ClC=1C=C(C2=C(C=C(O2)CNC(=O)C=2C=NN3C2N=CC=C3)C1)C(=O)OC1CCCC1